C(C)N1N=C(C(=C1)C1=NN=CN1C)C=1C=C(N)C=CC1 3-(1-ethyl-4-(4-methyl-4H-1,2,4-triazol-3-yl)-1H-pyrazol-3-yl)aniline